C1CCN2CCCC(C12)N 1,2,3,5,6,7,8,8a-octahydroindolizin-8-amine